C(C)OC(C#CCC\C=C\CC)OCC (6E)-1,1-diethoxy-6-nonen-2-yne